FC=1C(=C(C=C(C1)F)[C@@H]1C2=C(NC(=C1C(=O)OC)CF)COC2=O)[C@H](C)F Methyl (R)-4-(3,5-difluoro-2-((S)-1-fluoroethyl) phenyl)-2-(fluoromethyl)-5-oxo-1,4,5,7-tetrahydrofurano[3,4-b]pyridine-3-carboxylate